(1-(2-aminophenyl)piperidin-4-yl)methanol NC1=C(C=CC=C1)N1CCC(CC1)CO